7-chloro-4-[3-(methanesulfonylmethyl)azetidin-1-yl]-1-(propan-2-yl)-2,6-naphthyridine ClC1=NC=C2C(=CN=C(C2=C1)C(C)C)N1CC(C1)CS(=O)(=O)C